CC1=C(C(=NN1C(C)(C)C)C)C=O 2,5-dibromoacetophenone